5-(dimethoxymethyl)-3-methyl-N-(2-methyl-3-(4,4,5,5-tetramethyl-1,3,2-dioxaborolan-2-yl)phenyl)picolinamide COC(C=1C=C(C(=NC1)C(=O)NC1=C(C(=CC=C1)B1OC(C(O1)(C)C)(C)C)C)C)OC